N-[6-(2-chloro-5-fluorophenyl)-3-(fluoromethyl)-2-methyl-8-oxo-7,8-dihydro-6H-pyrrolo[4,3-g]indazol-5-yl]-5-fluoro-3-(trifluoromethyl)benzamide ClC1=C(C=C(C=C1)F)C1NC(C2=C1C(=CC1=C(N(N=C21)C)CF)NC(C2=CC(=CC(=C2)F)C(F)(F)F)=O)=O